C(C)[C@@H]1N(C[C@H](N(C1)C(C)C1=CC2=C(N=C(S2)CC)C=C1)CC)C=1C=2C(N(C(C1)=O)C)=CN(N2)CC#N 2-(7-((2S,5R)-2,5-diethyl-4-(1-(2-ethylbenzo[d]thiazol-6-yl)ethyl)piperazin-1-yl)-4-methyl-5-oxo-4,5-dihydro-2H-pyrazolo[4,3-b]pyridin-2-yl)acetonitrile